(S)-2-(2-(2-chloro-4-(trifluoromethoxy)phenoxy)acetyl)-8-(3-(difluoromethyl)phenyl)-1,3,4,12a-tetrahydrobenzo[e]pyrazino[1,2-a][1,4]diazepine-6,12(2H,11H)-dione ClC1=C(OCC(=O)N2C[C@@H]3N(C(C4=C(NC3=O)C=CC(=C4)C4=CC(=CC=C4)C(F)F)=O)CC2)C=CC(=C1)OC(F)(F)F